Dimethyl-3-methyl-6-(pyrrolidin-1-yl)pyrrolo[2,1-a]phthalazine-1,2-dicarboxylic acid CC=1C(=C2C(=NN3C(C2=CC1)=C(C(=C3C)C(=O)O)C(=O)O)N3CCCC3)C